CC1=C(C=NC=C1)CNC1=CC=C2C(=N1)CN(C2=O)CCNC(=O)C2CC2 N-(2-(2-(((4-methylpyridin-3-yl)methyl)amino)-5-oxo-5,7-dihydro-6H-pyrrolo[3,4-b]pyridin-6-yl)ethyl)cyclopropanecarboxamide